CC1(CCC(CC1)C(C)C)S 1-methyl-4-(1-methylethyl)cyclohexanethiol